(1R,3aR,7aR)-1-((R)-6-hydroxy-6-methylhept-2-yl)-7a-methyl-octahydro-4H-inden-4-one OC(CCC[C@@H](C)[C@H]1CC[C@H]2C(CCC[C@]12C)=O)(C)C